5-amino-2-methyl-N-(naphthalen-1-ylcyclopropyl)benzamide NC=1C=CC(=C(C(=O)NC2(CC2)C2=CC=CC3=CC=CC=C23)C1)C